FC1=C(C#N)C=C(C=C1)CC1=NNC(C2=CC=C(C=C12)C#CC)=O 2-Fluoro-5-((4-oxo-7-(prop-1-yn-1-yl)-3,4-dihydrophthalazin-1-yl)methyl)benzonitrile